OC(C)C=1C=C(C2=C(N=C(O2)N2CC3N(C(C2)C3)C(=O)OC(C)(C)C)C1C(F)(F)F)C=1SC=CN1 tert-Butyl 3-(5-(1-hydroxyethyl)-7-(thiazol-2-yl)-4-(trifluoromethyl)benzo[d]oxazol-2-yl)-3,6-diazabicyclo[3.1.1]heptane-6-carboxylate